SCCCCCCCCCCS(=O)(=O)[O-].[Na+] sodium 10-mercaptodecanesulfonate